Racemic-3-(3-chloro-4-fluorophenyl)-1-(8-fluoro-3,3-dioxido-6-oxo-1,4,5,6-tetrahydro-2H-thiopyrano[3,4-c]isoquinolin-1-yl)-1-methylurea ClC=1C=C(C=CC1F)NC(N(C)[C@H]1CS(CC=2NC(C=3C=C(C=CC3C21)F)=O)(=O)=O)=O |r|